NCCCC(=O)N γ-aminobutyric acid amide